7-((1-(2-(2,6-dioxopiperidin-3-yl)-1,3-dioxoisoindolin-5-yl)piperidin-4-yl)amino)-2-(4-phenoxyphenyl)-9,10-dihydro-4H-benzo[d]pyrazolo[1,5-a][1,3]diazepine-3-carboxamide O=C1NC(CCC1N1C(C2=CC=C(C=C2C1=O)N1CCC(CC1)NC1=CC2=C(NC=3N(CC2)N=C(C3C(=O)N)C3=CC=C(C=C3)OC3=CC=CC=C3)C=C1)=O)=O